6-(2-(4-chlorophenyl)cyclopropyl)-N-(2-(2-cyano-4,4-difluoropyrrolidin-1-yl)-2-oxoethyl)quinoline-4-carboxamide ClC1=CC=C(C=C1)C1C(C1)C=1C=C2C(=CC=NC2=CC1)C(=O)NCC(=O)N1C(CC(C1)(F)F)C#N